(S)-N-((1H-pyrrolo[3,2-c]pyridin-2-yl)methyl)-2-aminopropionamide Di-trifluoroacetate FC(C(=O)O)(F)F.FC(C(=O)O)(F)F.N1C(=CC=2C=NC=CC21)CNC([C@H](C)N)=O